N-(4-methoxyphenyl)-3-methyl-5-phenylpentanamide COC1=CC=C(C=C1)NC(CC(CCC1=CC=CC=C1)C)=O